C(C=C)(=O)N1C[C@@H]2COC3=C(C(N2CC1)=O)C(=NC(=C3Cl)C3=CC=CC=C3)N3C(CC(C3)N(C)C)(C)C (6aR)-8-acryloyl-4-chloro-1-(4-(dimethylamino)-2,2-dimethylpyrrolidin-1-yl)-3-(phenyl)-6,6a,7,8,9,10-hexahydro-12H-pyrazino[2,1-c]pyrido[3,4-f][1,4]oxazepin-12-one